2,2,2-Trifluoro-1-{4-methoxy-14-methylidene-8,11-diazatetracyclo[8.3.3.01,9.02,7]hexadeca-2(7),3,5,8-tetraen-11-yl}ethan-1-one FC(C(=O)N1C2C3=NC=4C=CC(=CC4C3(CC1)C(CC2)=C)OC)(F)F